2,2'-methylenebis[6-(2H-1,2,3-benzotriazol-2-yl)-4-(2,4,4-trimethyl-pentan-2-yl)phenol] C(C1=C(C(=CC(=C1)C(C)(CC(C)(C)C)C)N1N=C2C(=N1)C=CC=C2)O)C2=C(C(=CC(=C2)C(C)(CC(C)(C)C)C)N2N=C1C(=N2)C=CC=C1)O